COC1=CC=C(C=C1)C1=CC=C2NC(C=3N(C2=C1)C(=NC3)C3=CC(=C(C=C3)N3CCNCC3)C(F)(F)F)=O 8-(4-methoxyphenyl)-1-(4-(piperazin-1-yl)-3-trifluoromethylphenyl)-imidazo[1,5-a]quinoxalin-4(5H)-one